2-chloro-1-(2,2-dimethylbenzo[d][1,3]dioxin-5-yl)ethan-1-one ClCC(=O)C1=CC=CC=2OC(OCC21)(C)C